4-(5-((3,3-dimethyl-2-oxobutyl)thio)-4-pivaloyl-2-thienyl)benzoic acid methyl ester COC(C1=CC=C(C=C1)C=1SC(=C(C1)C(C(C)(C)C)=O)SCC(C(C)(C)C)=O)=O